FC(CCC)(O)C1=C(C=CC=C1)N1CCN(CC1)N1CCN(CC1)C Fluoro-2-(4-(4-methylpiperazin-1-yl)piperazin-1-yl)phenylbutanol